[Cr](=O)([O-])[O-].[Zn+2] Zinc chromite